6-(Cyclopropanecarboxamido)-4-((1-ethyl-7-methoxy-1H-pyrazolo[4,3-b]pyridin-6-yl)amino)nicotinic acid C1(CC1)C(=O)NC1=NC=C(C(=O)O)C(=C1)NC=1C(=C2C(=NC1)C=NN2CC)OC